C(C)(C)C1=C(NC2=CC=C(C=C12)C=1OC(=NN1)[C@@H]1CNCCC1)C1=CC(=NC=C1)C (S)-2-(3-isopropyl-2-(2-methylpyridin-4-yl)-1H-indol-5-yl)-5-(piperidin-3-yl)-1,3,4-oxadiazole